F[C@H]1CN(C[C@@H]([C@H]1NC(=O)C1=CC(=CC=2N(C=NC21)CC(F)(F)F)C#CCNC=2C(OC)=CC(=C(C2)C(NC)=O)F)C)C N-[(3S,4R,5S)-3-fluoro-1-methyl-5-methyl-4-piperidyl]-6-{3-[4-(N-methylcarbamoyl)-5-fluoro-2-anisidino]-1-propynyl}-1-(2,2,2-trifluoroethyl)-1H-benzo[d]imidazole-4-carboxamide